ClC=1C(=CC(=NC1)OC)C1=CC(=NN1)C(=O)N1CCC(CC1)C(=O)NC1COC(C1)C 1-(5-(5-chloro-2-methoxypyridin-4-yl)-1H-pyrazole-3-carbonyl)-N-(5-methyltetrahydrofuran-3-yl)piperidine-4-carboxamide